ClC=1C(=NN(C1)C1=NC=C(C(=C1)N1C(C(=C(C=C1C)OC([2H])([2H])C1=NC=C(C=C1F)F)Cl)=C=O)C)C(C)(C)NC(C)=O N-(2-(4-chloro-1-(3-chloro-4-((3,5-difluoropyridin-2-yl)methoxy-d2)-5',6-dimethyl-2-carbonyl-2H-[1,4'-bipyridin]-2'-yl)-1H-pyrazol-3-yl)propan-2-yl)acetamide